4-benzyl-2-(4-(piperazin-1-yl)butyl)-1,2,4-thiadiazolidine-3,5-dione C(C1=CC=CC=C1)N1C(N(SC1=O)CCCCN1CCNCC1)=O